S1S[C@@H](CC1)CCCCC(=O)[O-].C(N)(=O)OC(C[N+](C)(C)C)C 2-(carbamoyloxy)-N,N,N-trimethylpropan-1-aminium (R)-5-(1,2-dithiolan-3-yl)pentanoate